ClC=1C=C(C(=NC1)COC1=NC(=NC=C1F)C1=CC(=C(CC2=NC=3C(=NC(=CC3)C(=O)O)N2C[C@H]2OCC2)C=C1F)F)F (S)-2-(4-(4-((5-chloro-3-fluoropyridin-2-yl)methoxy)-5-fluoropyrimidin-2-yl)-2,5-difluorobenzyl)-3-(oxetan-2-ylmethyl)-3H-imidazo[4,5-b]pyridine-5-carboxylic acid